NC1=C(C(=NN1C(C)C)C=1C=NC(=CC1)CC(=O)NC1=CC(=NO1)C1=CC(=C(C=C1)Cl)F)C(=O)N 5-Amino-3-[6-[2-[[3-(4-chloro-3-fluoro-phenyl)isoxazol-5-yl]amino]-2-oxo-ethyl]-3-pyridyl]-1-isopropyl-pyrazole-4-carboxamide